propyl-2-pyrrolidone C(CC)N1C(CCC1)=O